3,5-dichloro-4-((1-((2-(trimethylsilyl)ethoxy)methyl)-1H-imidazol-4-yl)methyl)pyridine ClC=1C=NC=C(C1CC=1N=CN(C1)COCC[Si](C)(C)C)Cl